N-(2,2-dimethyl-6-(2-oxa-7-azaspiro[4.4]nonan-7-yl)-2,3-dihydrobenzofuran-5-yl)pyrazolo[1,5-a]pyrimidine-3-carboxamide CC1(OC2=C(C1)C=C(C(=C2)N2CC1(CCOC1)CC2)NC(=O)C=2C=NN1C2N=CC=C1)C